COC(C1=CC=C(C=C1)C1=NC2=C(N1)C=C(C(=C2)N2CCN(CC2)C)\C=C\C(=O)N)=O (E)-4-(6-(3-amino-3-oxoprop-1-en-1-yl)-5-(4-methylpiperazin-1-yl)-1H-benzimidazol-2-yl)benzoic acid methyl ester